C1=C2C=3C4=C(C=CC3NC2=CC=C1)C=C1C=CC=CC1=C4 naphtho[2,3-c]carbazole